1,2-dibromo-6-nitrobenzene BrC1=C(C=CC=C1[N+](=O)[O-])Br